dimethylbromo(2-vinylphenyl)silane C[Si](C1=C(C=CC=C1)C=C)(Br)C